1,3,5-tris(meta-pyridin-3-ylphenyl)benzene N1=CC(=CC=C1)C=1C=C(C=CC1)C1=CC(=CC(=C1)C1=CC(=CC=C1)C=1C=NC=CC1)C1=CC(=CC=C1)C=1C=NC=CC1